(R)-(1,3-dimethyl-azetidin-3-yl)-(4-isopropyl-phenyl)-(3',4',5',6'-tetrahydro-2'H-[2,1':4',3'']terpyridin-5''-yl)-methanol CN1CC(C1)(C)[C@@](O)(C=1C=C(C=NC1)C1CCN(CC1)C1=NC=CC=C1)C1=CC=C(C=C1)C(C)C